C(C)(C)(C)OC(N(C)CCNC1=NC2=C(C3=CN=CC=C13)C=CC(=C2)C(N)=O)=O tert-Butyl(2-((8-carbamoylbenzo[c][2,6]naphthyridin-5-yl)amino)ethyl)(methyl)carbamate